CC=1C=C(C(=O)OC)C=CC1[C@@H]1CNCCO1 Methyl (R)-3-methyl-4-(morpholin-2-yl)benzoate